3-[5-(4-fluorophenyl)-6-isopropyl-1-tetrahydropyran-2-yl-pyrazolo[4,3-g]Isoquinolin-8-yl]Oxocyclobutanecarboxylic acid di-tert-butoxyphosphoryloxymethyl ester C(C)(C)(C)OP(=O)(OC(C)(C)C)OCOC(=O)C1C(C(C1)C1=NC(=C(C2=CC3=C(C=C12)N(N=C3)C3OCCCC3)C3=CC=C(C=C3)F)C(C)C)=O